C1(CC1)CNC=1N=CC2=C(N(C(C=3C=C(C=CC23)N2CCN(CC2)CC(F)F)=O)[C@@H]2CC[C@H](CC2)O)N1 trans-3-((Cyclopropylmethyl)amino)-8-(4-(2,2-difluoroethyl)piperazin-1-yl)-5-(4-hydroxycyclohexyl)pyrimido[4,5-c]isoquinolin-6(5H)-one